4-chloro-3-(5,7-difluoro-6-(1-(1-hydroxy-2-methylpropan-2-yl)-1H-pyrazol-4-yl)-4-oxo-1,4-dihydroquinolin-2-yl)benzonitrile ClC1=C(C=C(C#N)C=C1)C=1NC2=CC(=C(C(=C2C(C1)=O)F)C=1C=NN(C1)C(CO)(C)C)F